(2S)-2,4-dihydroxy-3,3-dimethyl-N-[(2R)-2-[(2,4,5-trifluorophenyl)-formamido]propyl]butanamide O[C@H](C(=O)NC[C@@H](C)NC(=O)C1=C(C=C(C(=C1)F)F)F)C(CO)(C)C